N-(pyridin-2-yl)-4-(4,4,5,5-tetramethyl-1,3,2-dioxaBorol-2-yl)benzamide N1=C(C=CC=C1)NC(C1=CC=C(C=C1)B1OC(C(O1)(C)C)(C)C)=O